N-(1,1-dimethylethyl)dimethylsilanamide titanium (IV) dichloride [Cl-].[Cl-].[Ti+4].CC(C)(C)N([Si](=O)C)C